C(=C)C1=CC=C(CN2C=NC=C2)C=C1 1-(4-vinylbenzyl)imidazole